ClC=1C2=C(SC1C(=O)NCC1OCCC1)C=CC=C2 3-chloro-N-((tetrahydrofuran-2-yl)methyl)benzo[b]thiophene-2-carboxamide